CC(CN=C(O)C=1C=CC=2C3=CC=C(C=4C(=CC=C(C5=CC=C(C1C52)C(O)=NCC(C)C)C43)C(=O)O)C(=O)O)C N,N'-bis(2-methylpropyl)-3,4,9,10-perylenetetracarboxylic acid diimide